CS(=O)(=O)OCC1[C@H]2N(C(O1)=O)C[C@H](C2)C2=C(C(=CC=C2OC)Cl)Cl ((6R,7aS)-6-(2,3-dichloro-6-methoxyphenyl)-3-oxotetrahydro-1H,3H-pyrrolo[1,2-c]oxazol-1-yl)methyl methanesulfonate